(3S,4S)-8-{7-[(2-amino-3-chloropyridin-4-yl)sulfonyl]-[1,2,5]thiadiazolo[3,4-c]pyridin-4-yl}-3-methyl-2-oxa-8-azaspiro[4.5]decan-4-amine NC1=NC=CC(=C1Cl)S(=O)(=O)C=1C=2C(C(=NC1)N1CCC3([C@@H]([C@@H](OC3)C)N)CC1)=NSN2